S-(4-((2-aminoethyl) carbamoyl) benzyl) thioacetate C(C)(=O)SCC1=CC=C(C=C1)C(NCCN)=O